tert-butyl {4-[7-chloro-10-[3-(tetrahydro-2H-pyran-2-yloxy)propyl]-11-oxo-10,11-dihydro-5H-dibenzo[b,e][1,4]diazepin-5-yl]butyl} imidodicarbonate C(=O)(OC(C)(C)C)NC(=O)OCCCCN1C2=C(N(C(C3=C1C=CC=C3)=O)CCCOC3OCCCC3)C=CC(=C2)Cl